C(C1=CC=CC=C1)N1C[C@@H](CC1)N (R)-1-Benzylpyrrolidin-3-amine